1-(5-chloro-6-(trifluoromethoxy)-1H-benzimidazol-2-yl)-1H-pyrazole-4-carboxylic acid ClC1=CC2=C(NC(=N2)N2N=CC(=C2)C(=O)O)C=C1OC(F)(F)F